CC=1C(=C(C(=C2CCC(OC12)C(=O)O)C)C)C tetramethyl-chromane-2-carboxylic acid